(R)-N-(4-(dimethylamino)phenyl)-2-hydroxy-2-phenylacetamide CN(C1=CC=C(C=C1)NC([C@@H](C1=CC=CC=C1)O)=O)C